trans,cis-2,4-Hexadienal C(\C=C\C=C/C)=O